3-bromo-1-(3-chloropyridin-2-yl)-N-(2,4-dichloro-6-(dimethylaminothiocarbonyl)phenyl)-N-methyl-1H-pyrazole-5-carboxamide BrC1=NN(C(=C1)C(=O)N(C)C1=C(C=C(C=C1C(=S)N(C)C)Cl)Cl)C1=NC=CC=C1Cl